BrCCN1C(=O)C(=O)C2=CC(=CC=C12)Cl N-(2-bromoethyl)-5-chloroisatin